N,N'-bis(1-naphthyl)-N,N'-bis-phenyl-(1,1'-biphenyl)-4,4'-diamine C1(=CC=CC2=CC=CC=C12)N(C1=CC=C(C=C1)C1=CC=C(C=C1)N(C1=CC=CC=C1)C1=CC=CC2=CC=CC=C12)C1=CC=CC=C1